N1(CCNCC1)CCN1CCOCC1 4-(2-(piperazin-1-yl)ethyl)morpholine